BrC1=CC=C(S1)S(=O)(=O)C=1C(=C(C(=O)N)C(=CC1C1(CC1)C#N)O)Cl ((5-bromothiophen-2-yl)sulfonyl)-2-chloro-4-(1-cyanocyclopropyl)-6-hydroxybenzoamide